CN1N=NC2=C1C=CC(=C2C)C(CC(=O)O)C=2C=C1CCCC1=C(C2)CN2S(C1=C(O[C@@H](C2)CC)N=CC(=C1)C)(=O)=O 3-(1,4-Dimethyl-1H-benzotriazol-5-yl)-3-(7-{[(4R)-4-ethyl-8-methyl-1,1-dioxo-3,4-dihydro-2H-pyrido[2,3-b][1,4,5]oxathiazepin-2-yl]methyl}-2,3-dihydro-1H-inden-5-yl)propanoic acid